C1(CCC1)NS(=O)(=O)NC1=NC=CC(=C1F)CC=1C(=C(C(=C(C(=O)N)C1)NC1=C(C=C(C=C1)I)F)F)F 5-[[2-(Cyclobutylsulfamoylamino)-3-fluoropyridin-4-yl]methyl]-3,4-difluoro-2-(2-fluoro-4-iodoanilino)benzamide